(E)-1-(4-(3,4-Difluorophenoxy)-2-nitrophenyl)-3-(dimethyl-amino)prop-2-en-1-one FC=1C=C(OC2=CC(=C(C=C2)C(\C=C\N(C)C)=O)[N+](=O)[O-])C=CC1F